[rac-(4R,5R)-5-benzyloxydithian-4-yl] dihydrogen phosphate P(=O)(O[C@H]1CSSC[C@@H]1OCC1=CC=CC=C1)(O)O |r|